CN1C=C(C2=CC=C(C=C12)N)C1=NC(=NC=C1C)NC1=CC=C(C=C1)N1CCOCC1 1-methyl-3-[5-methyl-2-(4-morpholinoanilino)pyrimidin-4-yl]indol-6-amine